BrC1=CC=C(OCC(C(=O)OC(C)(C)C)(C)O)C=C1 Tert-Butyl 3-(4-bromophenoxy)-2-hydroxy-2-methylpropanoate